NC=1N=C(SC1C(C1=CC=C(C=C1)OCC(=O)NCC1=CC(=CC=C1)OC)=O)N(C1=CC=C(C=C1)F)C(C(=O)N)C (N-[4-Amino-5-[4-[2-[(3-methoxyphenyl)methylamino]-2-oxoethoxy]benzoyl]thiazol-2-yl]-4-fluoroanilino)propanamid